lauroyl-glutamic acid stearylamide C(CCCCCCCCCCCCCCCCC)NC([C@@H](NC(CCCCCCCCCCC)=O)CCC(=O)O)=O